9-bromo-1,3-dioxo-1H-xantheno[2,1,9-def]isoquinolin BrC1=CC=C2OC=3C=CC=4C(NC(C5=CC=C(C3C45)C2=C1)=O)=O